CC1N(CCCC1)C1=NC=C(C=C1)[N+](=O)[O-] 2-(2-methylpiperidin-1-yl)-5-nitropyridine